COC1=NC2=CC=CC=C2C=C1C1=CN=C(N1)[C@H](CCCCCC(CC)=O)NC(=O)[C@@H]1CC12CCN(CC2)C (R)-N-((S)-1-(5-(2-Methoxychinolin-3-yl)-1H-imidazol-2-yl)-7-oxononyl)-6-methyl-6-azaspiro[2.5]octan-1-carboxamid